2-(5-{[3-(4-{[1-(2,3-dihydroxypropyl)piperidin-4-yl]amino}-1-(2,2,2-trifluoroethyl)-1H-indol-2-yl)prop-2-yn-1-yl]amino}-4-methoxypyridin-2-yl)-2-methylpropanenitrile OC(CN1CCC(CC1)NC1=C2C=C(N(C2=CC=C1)CC(F)(F)F)C#CCNC=1C(=CC(=NC1)C(C#N)(C)C)OC)CO